S1C(=CC=C1)S(=O)(N)=N thiophene-2-sulfonimidamide